6-(3-phenoxypyrrolidine-1-carbonyl)-4H-1,4-benzoxazin-3-one O(C1=CC=CC=C1)C1CN(CC1)C(=O)C=1C=CC2=C(NC(CO2)=O)C1